ClC=1C=CC2=C(O[C@@H](CO2)COC2=CC=C(C=C2)[C@@H](CC(=O)OC)C#CC)C1 methyl (R)-3-(4-(((R)-7-chloro-2,3-dihydrobenzo[b][1,4]dioxin-2-yl) methoxy) phenyl)-4-hexynoate